2-methoxy-4-[(E)-[(6-methoxy-1,1-dioxo-1,2-benzothiazol-3-yl)-methylhydrazono]methyl]phenol COC1=C(C=CC(=C1)/C=N/N(C)C1=NS(C2=C1C=CC(=C2)OC)(=O)=O)O